C(C)(C)(C)OC(NCCC(CCOC1=CC(=CC=C1)CC(=O)NC=1SC(=C(N1)C=1C=C2CCN(C2=CC1)C(=O)C1CC1)C)C)=O (5-(3-(2-((4-(1-(cyclopropanecarbonyl)indolin-5-yl)-5-methylthiazol-2-yl)amino)-2-oxoethyl)phenoxy)-3-methylpentyl)carbamic acid tert-butyl ester